C(C1=CC=CC=C1)O[C@@H]1CC=2N(N=CC2)C1 (R)-5-(benzyloxy)-5,6-dihydro-4H-pyrrolo[1,2-b]pyrazole